C(C)C=1C=2C=3C=C4C(=CC3C(C2C=CC1)(C)C)C=CC=C4 4-ethyl-11,11-dimethylbenzo[b]fluorene